FC(OC=1C=CC(=C2C(=NNC12)C1=C(C(=O)N)C=CC(=C1)F)C)F (7-(difluoromethoxy)-4-methyl-1H-indazol-3-yl)-4-fluorobenzamide